[Cl-].[Cl-].C[SiH](C)[Zr+2](C1C=CC=2CCCCC12)C1C=CC=2CCCCC12 dimethylsilyl-bis(4,5,6,7-tetrahydroindenyl)zirconium dichloride